COC1=NC2=C(N1)C=CC=C2 2-methoxy-1H-benzimidazole